2-oxa-6-azabicyclo[5.2.0]nonane C12OCCCNC2CC1